OC=1C=CC=C2C=CN(C12)C(=O)[O-] 7-hydroxy-1H-indole-1-carboxylate